tert-butyl (6-(4-fluorophenyl)-8-hydroxyquinazolin-4-yl)((1-methylpiperidin-4-yl)methyl)carbamate FC1=CC=C(C=C1)C=1C=C2C(=NC=NC2=C(C1)O)N(C(OC(C)(C)C)=O)CC1CCN(CC1)C